O=C(C(CCCNC(OC(C)(C)C)=O)NC(OC(C)(C)C)=O)NCCOCCOCCNC(CCCCCCCCCCCCC)=O di-tert-butyl (5,16-dioxo-9,12-dioxa-6,15-diazanonacosane-1,4-diyl)dicarbamate